BrC=1C=C2C=CC(=CC2=CC1)COC1=CC=C(CN2C=NC=C2)C=C1 1-(4-((6-bromonaphthalen-2-yl)methoxy)benzyl)-1H-imidazole